N(=NC(C#N)(CC(C)C)C)C(C#N)(CC(C)C)C 2,2'-azobis(2,4-dimethyl-valeronitril)